((2R,3S,4R,5R)-5-(4-Aminopyrrolo[2,1-f][1,2,4]triazin-7-yl)-5-cyano-3,4-dihydroxytetrahydrofuran-2-yl) methylpropyl carbonate C(O[C@H]1O[C@@]([C@@H]([C@@H]1O)O)(C#N)C1=CC=C2C(=NC=NN21)N)(OC(CC)C)=O